C(C)(C)(C)OC(=O)N1CCC(CC1)(C(=O)O)CC#N 1-(t-Butoxycarbonyl)-4-(cyanomethyl)piperidine-4-carboxylic acid